NCCCCCCCCCNCCCCCCCCC 1,11-diazaeicosane